C(C)(C)(C)OC(=O)N1CCCC=2C=CC(=NC12)CCCC(C(=O)O)CO 5-(8-(tert-Butoxycarbonyl)-5,6,7,8-tetrahydro-1,8-naphthyridin-2-yl)-2-(hydroxymethyl)pentanoic acid